C(C)C1=NN=C2N1C1=C(C(=C(C=C1NC2(C)C)F)C=2C=C(C=C1C(=CNC21)I)F)F 1-ethyl-7,9-difluoro-8-(5-fluoro-3-iodo-1H-indol-7-yl)-4,4-dimethyl-4,5-dihydro-[1,2,4]triazolo[4,3-a]quinoxaline